C(CCC)C1=NC2(C(N1CC1=CC=C(C=C1)C1=CC(=CC=C1C=1N=NNN1)C1=CC(=CC=C1)C)=O)CCOCC2 2-butyl-3-((3''-methyl-6'-(2H-tetrazol-5-yl)-[1,1':3',1''-terphenyl]-4-yl)methyl)-8-oxa-1,3-diazaspiro[4.5]dec-1-en-4-one